4-[3-[[4-[3-(3-amino-6-chloro-pyridazin-4-yl)-3,8-diazabicyclo[3.2.1]octan-8-yl]-2-pyridinyl]oxy]cyclobutoxy]piperidine-1-carboxylic acid tert-butyl ester C(C)(C)(C)OC(=O)N1CCC(CC1)OC1CC(C1)OC1=NC=CC(=C1)N1C2CN(CC1CC2)C2=C(N=NC(=C2)Cl)N